CN(C(COC=1C=NC=CC1C#N)(C)C)C 3-[2-(dimethylamino)-2-methylpropoxy]pyridine-4-carbonitrile